P(=O)(O)(O)OC[C@@H]1[C@H]([C@H]([C@@H](O1)N1C=NC=2C(O)=NC=NC12)O)O Inosin-Monophosphat